OC1=C(C=C(C=C1)C(CC(C)(C)C)(C)C)N1N=C2C(=N1)C=CC=C2 2-(2'-hydroxy-5'-(1,1,3,3-tetramethylbutyl)phenyl)benzotriazole